3,5-DIFLUORoBENZYLISOCYANIDE FC=1C=C(C[N+]#[C-])C=C(C1)F